CN1N=C(C=C1)NC=1NC(/C(/N1)=C/C=1C=C2C=CC=NC2=CC1)=O (4Z)-2-[(1-Methylpyrazol-3-yl)amino]-4-(6-quinolylmethylene)-1H-imidazol-5-one